4-(7-(4-(1-Cyanocyclopropyl)phenyl)thieno[3,2-b]pyridine-6-carbonyl)-N,N-dimethylpiperazine-1-carboxamide C(#N)C1(CC1)C1=CC=C(C=C1)C1=C2C(=NC=C1C(=O)N1CCN(CC1)C(=O)N(C)C)C=CS2